N-[[2-(1-adamantylmethyl)-3,3a,4,5,6,6a-hexahydro-1H-cyclopenta[c]pyrrol-4-yl]methyl]-6-(2,4-dimethylpyrazol-3-yl)pyridazin-3-amine C12(CC3CC(CC(C1)C3)C2)CN2CC3C(C2)C(CC3)CNC=3N=NC(=CC3)C=3N(N=CC3C)C